1,2-dicyclohexylpropane C1(CCCCC1)CC(C)C1CCCCC1